FC1=CC=C(C=C1)C=1C=NNC1C1=CC=C(C2=CC=CC=C12)OC 4-(4-fluorophenyl)-5-(4-methoxynaphthalene-1-yl)-1H-pyrazole